tri-tertiary butylphosphonium tetrafluoroborate F[B-](F)(F)F.C(C)(C)(C)[PH+](C(C)(C)C)C(C)(C)C